ClC1=C(C=C(C(=O)NC2=CC(=C(C=C2)F)Cl)C=C1)C(C(=O)N1CCC(CC1)O)(F)F 4-chloro-N-(3-chloro-4-fluorophenyl)-3-(1,1-difluoro-2-(4-hydroxypiperidin-1-yl)-2-oxoethyl)benzamide